(R)-2-((1-(4-propionamidobenzoyl)pyrrolidin-3-yl)amino)quinazoline-7-carboxamide C(CC)(=O)NC1=CC=C(C(=O)N2C[C@@H](CC2)NC2=NC3=CC(=CC=C3C=N2)C(=O)N)C=C1